N1=C(C=CC=C1)SC=1C(=NC=CC1N)C 2-pyridylthio-methyl-4-aminopyridine